CC(C(=O)C1=C(C=C(C=C1)C)S)N1CCOCC1 2-methyl-1-[4-methyl-sulfhydryl-phenyl]-2-morpholinoethanone